Decyloleate C(CCCCCCCCC)OC(CCCCCCC\C=C/CCCCCCCC)=O